FC(S(=O)(=O)OC=1C=C2C(=NC=NC2=CC1OC)NC1=C(C(=C(C=C1)Cl)Cl)F)(F)F 4-((3,4-dichloro-2-fluorophenyl)amino)-7-methoxyquinazolin-6-yl trifluoromethanesulfonate